N1(CCCC1)C1=CC=C(C=C1)C1=CN=C(S1)N 5-(4-(pyrrolidin-1-yl)phenyl)thiazol-2-amine